N1=C(C=CC=C1)CCN1[C@H](CCC1)C(=O)OC methyl (2R)-1-[2-(2-pyridyl)ethyl]pyrrolidine-2-carboxylate